INC(N(CCCl)C1=CC=CC=C1)=O iodophenyl-chloroethyl-urea